[Si](C)(C)(C(C)(C)C)OCCC[C@H]1[C@@H](C1)C1=C(C(=O)O)C=CC=C1 trans-2-(2-(3-((tert-butyldimethylsilyl)oxy)propyl)cyclopropyl)benzoic acid